tert-butyl (3S)-3-((tert-butylsulfinyl)amino)-3-(4-iodo-3-methylisoxazol-5-yl)propanoate C(C)(C)(C)S(=O)N[C@@H](CC(=O)OC(C)(C)C)C1=C(C(=NO1)C)I